C(CCCCCCCCCCCCCCC)(=O)[Na].[Na] sodium palmitoyl-sodium